7-(((S)-tetrahydrofurane-3-yl)oxy)pyrido[3,4-d]pyridazin-4(3H)-one O1C[C@H](CC1)OC1=CC2=C(C(NN=C2)=O)C=N1